(E)-2-fluoro-6-(3,4,5-trimethoxybenzylidene)-6,7,8,9-tetrahydro-11H-pyrido[2,1-b]quinazolin-11-one FC=1C=C2C(N3C(=NC2=CC1)/C(/CCC3)=C/C3=CC(=C(C(=C3)OC)OC)OC)=O